4-((E)-((E)-4-((E)-3-(4-chlorophenyl)acryloyloxy)-3-methoxybenzylidene)amino)benzoic acid ClC1=CC=C(C=C1)/C=C/C(=O)OC1=C(C=C(\C=N\C2=CC=C(C(=O)O)C=C2)C=C1)OC